BrC1=C(C=CC=C1)NC1(CCN(CC1)C(=O)OC(C)(C)C)C#N Tert-butyl 4-((2-bromophenyl) amino)-4-cyanopiperidine-1-carboxylate